(S)-3-(4-((3-chloro-2-fluorophenyl)amino)quinazolin-6-yl)-3-fluoropyrrolidine-1-carboxylate ClC=1C(=C(C=CC1)NC1=NC=NC2=CC=C(C=C12)[C@@]1(CN(CC1)C(=O)[O-])F)F